(3S,4R)-4-(8-(2-(pyridin-4-yl)pyrido[3,4-d]pyrimidin-4-yl)-2,8-diazaspiro[4.5]decan-2-yl)tetrahydrofuran-3-ol Methyl-4-acetoxybenzoate CC1=C(C(=O)O[C@@H]2COC[C@H]2N2CC3(CC2)CCN(CC3)C=3C2=C(N=C(N3)C3=CC=NC=C3)C=NC=C2)C=CC(=C1)OC(C)=O